(2-(dimethylamino)-2-(thiophen-3-yl)ethyl)-5-methoxyisoindoline-2-carboxamide CN(C(CC1N(CC2=CC(=CC=C12)OC)C(=O)N)C1=CSC=C1)C